CN(CCC)C N,N-dimethyl-3-amino-propane